6-(2-hydroxy-1-phenylethyl)-N2-methyl-N4-((1S,2S)-2-methylcyclopropyl)pyridine-2,4-dicarboxamide OCC(C1=CC=CC=C1)C1=CC(=CC(=N1)C(=O)NC)C(=O)N[C@@H]1[C@H](C1)C